[Cl-].C(CCCCCCCCCCC)N1C=NC=C1 1-dodecyl-imidazole chloride salt